N6-[(2R)-2-amino-2-phenyl-ethyl]-N4-(3,3-dimethylcyclobutyl)-1-methyl-pyrazolo[3,4-d]pyrimidine-4,6-diamine N[C@@H](CNC1=NC(=C2C(=N1)N(N=C2)C)NC2CC(C2)(C)C)C2=CC=CC=C2